(R)-6-amino-2-cyclopropyl-N-(7-(piperazin-1-yl)chroman-3-yl)thieno[2,3-d]thiazole-5-carboxamide NC1=C(SC=2N=C(SC21)C2CC2)C(=O)N[C@H]2COC1=CC(=CC=C1C2)N2CCNCC2